OC1=CC=C(C=C1)C(C#N)O[Si](C)(C)C 2-(4-hydroxyphenyl)-2-[(trimethylsilyl)oxy]acetonitrile